[Rb].[Li].[Cs] cesium lithium-rubidium salt